OC1(CN(CC1)C(=O)C1=NC=C2N1C=C(C=C2C2=CCCC2O)S(=O)(=O)NC2(COC2)C)C(F)(F)F 3-(3-Hydroxy-3-(trifluoromethyl)pyrrolidine-1-carbonyl)-8-(5-hydroxycyclopent-1-en-1-yl)-N-(3-methyloxetan-3-yl)imidazo[1,5-a]pyridine-6-sulfonamide